N[C@H]1CN(CCC1)C(=O)C1=CC2=C(N(C(=N2)C2=CC=3C=4N2CCN(C4C=CC3)CCO)C)C(=C1)OC (R)-(3-aminopiperidin-1-yl)(2-(1-(2-hydroxyethyl)-2,3-dihydro-1H-pyrrolo[1,2,3-de]quinoxalin-5-yl)-7-methoxy-1-methyl-1H-benzo[d]imidazol-5-yl)methanone